N-dodecyl-2-pyrrolidinone C(CCCCCCCCCCC)N1C(CCC1)=O